NC1=C2N=CN(C2=NC(=N1)F)[C@H]1C[C@@H]([C@](O1)(CO)C#C)O (2r,3s,5r)-5-(6-amino-2-fluoro-purin-9-yl)-2-ethynyl-2-(hydroxymethyl)tetrahydrofuran-3-ol